O1CCC(CC1)C1CNCCC2=C1C=CC(=C2)N (tetrahydro-2H-pyran-4-yl)-2,3,4,5-tetrahydro-1H-benzo[d]azepin-7-amine